C1(CC1)N1C=C(C(C2=CC(=C(C=C12)N1CCC(CC1)C(=O)OC)F)=O)CN(CC1=CC(=NC=C1)C)[C@@H]1CN(CCC1)C=1C=NC(=CC1)C methyl 1-[1-cyclopropyl-6-fluoro-3-({[(3S)-1-(6-methylpyridin-3-yl)piperidin-3-yl][(2-methylpyridin-4-yl)methyl]amino}methyl)-4-oxo-1,4-dihydroquinolin-7-yl]piperidine-4-carboxylate